C=1(C(=CC(=CC1)C(=O)OC)C(=O)OC)C(=O)OC 1,2,4-Benzenetricarboxylic acid, trimethyl ester